(2-chloro-4-((2-methylbenzofuran-7-yl)oxy)phenyl)(4-chloro-7H-pyrrolo[2,3-d]pyrimidine-5-yl)methanone ClC1=C(C=CC(=C1)OC1=CC=CC=2C=C(OC21)C)C(=O)C2=CNC=1N=CN=C(C12)Cl